Trans-Benzylideneacetone C(/C1=CC=CC=C1)=C\C(C)=O